2-(3,4-Dimethoxyphenyl)-9-fluoro-7-(piperidin-4-ylamino)-4H-pyrido[1,2-a]pyrimidin-4-one COC=1C=C(C=CC1OC)C=1N=C2N(C(C1)=O)C=C(C=C2F)NC2CCNCC2